2-bromo-7-(2-hydroxypropan-2-yl)-6,7-dihydropyrazolo[1,5-a]pyrazin-4(5H)-one BrC1=NN2C(C(NCC2C(C)(C)O)=O)=C1